BrC1=C(OCCO)C=C(C=C1)C(C)(C)C 2-(2-bromo-5-tert-butyl-phenoxy)ethanol